3-(8-cyanoquinolin-5-yl)-5-(trifluoromethyl)-3-azabicyclo[3.1.0]hexane-1-carbonyl chloride C(#N)C=1C=CC(=C2C=CC=NC12)N1CC2(CC2(C1)C(F)(F)F)C(=O)Cl